ClC1=CC=CC2=C1NC(=N2)C(=O)N2[C@@H](C1=C(CC2)N=C(S1)CC)C (R)-(7-Chloro-1H-benzo[d]imidazol-2-yl)(2-ethyl-4-methyl-6,7-dihydrothiazolo[5,4-c]pyridin-5(4H)-yl)methanone